C1(CCCC1)C(CCC(=O)O)=O 4-Cyclopentyl-4-oxo-butyric acid